C(C)NC(=O)N1C(C2=CC=C(C=C2C1)S(=O)(=O)C)C(=O)NC1=CC=C(C=C1)C(C(F)(F)F)(C(F)(F)F)O N2-Ethyl-N1-[4-(1,1,1,3,3,3-hexafluoro-2-hydroxypropan-2-yl)phenyl]-5-(methylsulfonyl)-1,3-dihydro-2H-isoindole-1,2-dicarboxamide